3-methyl-2-(((((S)-tetrahydrofuran-2-yl)methyl)amino)methyl)pyrrolo[2,1-f][1,2,4]triazin-4(3H)-one CN1C(=NN2C(C1=O)=CC=C2)CNC[C@H]2OCCC2